C[C@@]1([C@@](CCCC1)(N)C)N trans-dimethyl-cyclohexane-1,2-diamine